(E)-1-(4-hydroxy-2,2-diphenylbenzo[d][1,3]dioxol-5-yl)-3-(4-(4-((tetrahydro-2H-pyran-2-yl)oxy)butoxy)phenyl)prop-2-en-1-one OC1=C(C=CC=2OC(OC21)(C2=CC=CC=C2)C2=CC=CC=C2)C(\C=C\C2=CC=C(C=C2)OCCCCOC2OCCCC2)=O